ClC1C(C=CC=C1C)(C)O o-chloro-m-xylenol